4-[5-(3-Hydroxy-oxetan-3-yl)-3-(trifluoromethyl)pyrazol-1-yl]benzonitrile OC1(COC1)C1=CC(=NN1C1=CC=C(C#N)C=C1)C(F)(F)F